FC(C(F)(F)F)(OC1=CC=C(C=C1)N1N=C(N=C1)C1=CC=C(C=C1)C(C)ON)F O-(1-(4-(1-(4-(perfluoroethoxy)phenyl)-1H-1,2,4-triazol-3-yl)phenyl)ethyl)hydroxylamine